CN1N=C(N=C1S)C(=O)OC methyl 1-methyl-5-mercapto-1,2,4-triazole-3-carboxylate